3,2',3'-trifluoro-4'-(4-propyl-cyclohexyl)-4-trifluoromethyl-biphenyl-2-yl triflate O(S(=O)(=O)C(F)(F)F)C1=C(C=CC(=C1F)C(F)(F)F)C1=C(C(=C(C=C1)C1CCC(CC1)CCC)F)F